Glycinamide NCC(=O)N